[S-2].[Sr+2] Strontium sulfid